(S)-3-(1-hydroxypropan-2-yl)-8-(1-methyl-1H-pyrazol-4-yl)-6-(pyridin-3-yl)pyrido[3,4-d]pyrimidin-4(3H)-one OC[C@H](C)N1C=NC2=C(C1=O)C=C(N=C2C=2C=NN(C2)C)C=2C=NC=CC2